BrC=1C(=C(C(=O)OC)C(=CC1)C(F)(F)F)F Methyl 3-bromo-2-fluoro-6-trifluoromethylbenzoate